6-(7-(((3S,4S)-3-hydroxy-4-methoxy-1-piperidinyl)carbonyl)-2-quinoxalinyl)-2-methyl-1(2H)-isoquinolinone O[C@H]1CN(CC[C@@H]1OC)C(=O)C1=CC=C2N=CC(=NC2=C1)C=1C=C2C=CN(C(C2=CC1)=O)C